((4-((2-amino-7H-pyrrolo[2,3-d]pyrimidin-4-yl)oxy)phenyl)carbamoyl)-L-glutamine NC=1N=C(C2=C(N1)NC=C2)OC2=CC=C(C=C2)NC(=O)N[C@@H](CCC(N)=O)C(=O)O